1,3-oxazepine O1C=NC=CC=C1